6-(2-methylthiazol-5-yl)imidazo[4,5-b]pyridin CC=1SC(=CN1)C=1C=C2C(=NC1)N=CN2